ClC1=CC2=C(NC(=N2)CNC=2C=3N(N=C(C2)N2CCN(CC2)C)C(=CN3)C3=CSC=C3)C=C1Cl N-((5,6-dichloro-1H-benzo[d]imidazol-2-yl)methyl)-6-(4-methylpiperazin-1-yl)-3-(thiophen-3-yl)imidazo[1,2-b]pyridazin-8-amine